2,3,4,6-tetra-O-benzoyl-alpha-D-galactopyranosyl bromide C(C1=CC=CC=C1)(=O)O[C@H]1[C@H](O[C@@H]([C@@H]([C@@H]1OC(C1=CC=CC=C1)=O)OC(C1=CC=CC=C1)=O)COC(C1=CC=CC=C1)=O)Br